BrCC1=C(OC2=CC=C(N)C=C2)C=CC=C1 4-(2-(Bromomethyl)phenoxy)aniline